(5Z,8Z,11Z,14Z,17Z)-icosa-5,8,11,14,17-pentaenal C(CCC\C=C/C\C=C/C\C=C/C\C=C/C\C=C/CC)=O